(R)-5-((5-(6-phenyl-5,6-dihydrocyclopenta[c]pyrazol-2(4H)-yl)pyridin-3-yl)ethynyl)pyrimidin-2-amine C1(=CC=CC=C1)[C@H]1CCC=2C1=NN(C2)C=2C=C(C=NC2)C#CC=2C=NC(=NC2)N